(±)-1-(4-iodophenyl)ethanol IC1=CC=C(C=C1)[C@@H](C)O |r|